NCN1CCC(C(=C1)OCC(F)(F)F)=O 1-(aminomethyl)-4-oxo-5-(2,2,2-trifluoroethoxy)-3,4-dihydropyridine